P(OC1=C(C=CC=C1)[N+](=O)[O-])([O-])(=O)N nitrophenyl phosphoramidate